3-hydroxyisonicotinic acid methyl ester COC(C1=C(C=NC=C1)O)=O